methyl 9-(5-(azetidin-3-ylidenemethyl)-3-fluoropyridin-2-yl)-8-(2,4-dichlorophenyl)-6,7-dihydro-5H-benzo[7]annulene-3-carboxylate N1CC(C1)=CC=1C=C(C(=NC1)C1=C(CCCC2=C1C=CC(=C2)C(=O)OC)C2=C(C=C(C=C2)Cl)Cl)F